NC1=CC=C(N=N1)C1CCN(CC1)C(=O)C1=NC=C(C(=C1)OC)C1=CC=C(C=C1)OC [4-(6-Amino-pyridazin-3-yl)-piperidin-1-yl]-[4-methoxy-5-(4-methoxy-phenyl)-pyridin-2-yl]-methanone